Dimethyl 8-methylene-7,8-dihydroquinoline-5,5(6H)-dicarboxylate C=C1CCC(C=2C=CC=NC12)(C(=O)OC)C(=O)OC